CO[C@@]12[C@H](CN(C1)C1=CC3=C(C[C@H](CO3)NC(=O)C3=C(C=4C(=NC(=CC4)C)S3)N)C=C1)NCC2 N-[(3R)-7-[(3aR,6aS)-3a-methoxy-octahydropyrrolo[2,3-c]pyrrol-5-yl]-3,4-dihydro-2H-1-benzopyran-3-yl]-3-amino-6-methylthieno[2,3-b]pyridine-2-carboxamide